benzyl (7-amino-5-((3S)-2-azabicyclo[2.2.1]heptane-3-carboxamido)-6-hydroxy-7-oxoheptyl)carbamate hydrochloride Cl.NC(C(C(CCCCNC(OCC1=CC=CC=C1)=O)NC(=O)[C@H]1NC2CCC1C2)O)=O